C(#N)C=1C=C(C=CC1)C1=NC(=CC=C1C(=O)O)N1C=NC2=C1C=C(C(=C2)OC)OC 2-(3-cyanophenyl)-6-(5,6-dimethoxybenzimidazol-1-yl)pyridine-3-carboxylic acid